CS(=O)(=O)NNC(=O)[C@H]1N2C(N([C@H](CC1)C2)OS(=O)(=O)O)=O.[NH+]2=CC=CC=C2 pyridinium (2S,5R)-N'-(methylsulfonyl)-7-oxo-6-(sulfooxy)-1,6-diazabicyclo[3.2.1]-octane-2-carbohydrazide